C1(CCCC1)SC1CCCC1 dicyclopentyl sulfide